1,2,6,7-naphthalenetetracarboxylic acid C=1(C(=CC=C2C=C(C(=CC12)C(=O)O)C(=O)O)C(=O)O)C(=O)O